4-[3-(2,3-dichlorophenyl)-1H-pyrazolo[3,4-b]pyrazin-6-yl]-N-(4-fluorophenyl)piperazine ClC1=C(C=CC=C1Cl)C1=NNC2=NC(=CN=C21)N2CCN(CC2)C2=CC=C(C=C2)F